COC1=CC=C(C2=C1NC(=N2)NC(=O)C=2C=CC(=NC2)C(=O)N(C)C)C2CCOCC2 N5-[7-methoxy-4-(oxan-4-yl)-1H-1,3-benzodiazol-2-yl]-N2,N2-dimethylpyridine-2,5-dicarboxamide